FC(C(=O)NC1=NC(=CC=C1)COC1=NC2=C(N1C1=NN=NN1C)C=CC=C2)(OC2=CC=CC=C2)F 2,2-difluoro-N-[6-[[1-(1-methyltetrazol-5-yl)benzimidazol-2-yl]oxymethyl]-2-pyridinyl]-2-phenoxy-acetamide